C1(=CC(=CC=C1)C1=CC2=C(N=C(O2)S)C=C1)C 6-(m-tolyl)benzo[d]oxazole-2-thiol